methylureidolysine CNC(NN[C@@H](CCCCN)C(=O)O)=O